CC1N(CC2(CCC2)C1)S(=O)(=O)C=1C=CC=C2CCN=CC12 8-((7-methyl-6-azaspiro[3.4]octan-6-yl)sulfonyl)-3,4-dihydroisoquinolin